[3,3-dimethyl-5-(trimethylsilyl)penta-1,4-diyn-1-yl]trimethylsilane CC(C#C[Si](C)(C)C)(C#C[Si](C)(C)C)C